tert-butyl 7-(5-bromo-7-fluoro-indazol-2-yl)-4-azaspiro[2.5]octane-4-carboxylate BrC1=CC2=CN(N=C2C(=C1)F)C1CCN(C2(CC2)C1)C(=O)OC(C)(C)C